N1CCNCC(C1)N 1,4-Diazepan-6-amin